(S)-19-((((9H-fluoren-9-yl)methoxy)carbonyl)amino)-14-(2,5,8,11-tetraoxatridecan-13-yl)-2,5,8,11-tetraoxa-14-azaeicosane-20-carboxylic acid tert-butyl ester C(C)(C)(C)OC(=O)C[C@H](CCCCN(CCOCCOCCOCCOC)CCOCCOCCOCCOC)NC(=O)OCC1C2=CC=CC=C2C=2C=CC=CC12